NC1=C(C(N(C2=CC(=C(C=C12)F)Br)C1=CC=C(C=C1)Cl)=O)C(=O)OC methyl 4-amino-7-bromo-1-(4-chlorophenyl)-6-fluoro-2-oxo-1,2-dihydroquinoline-3-carboxylate